[Li+].[O-2].[O-2].[Mn+2].[Li+] lithium-manganese dioxide lithium